C(C)[Si](O[Si](CCC)(CCC)CCC)(CC)CC 1,1,1-triethyl-3,3,3-tripropyldisiloxane